C1(CCC1)C1=CC=C(O[C@H](C(=O)O)C)C=C1 (2S)-2-(4-cyclobutylphenoxy)propanoic acid